ClCC=1C(=NC=CC1C(F)(F)F)SC 3-(chloromethyl)-2-(methylsulfanyl)-4-(trifluoromethyl)pyridine